C(N)(OC1=CC=C(C=C1)C1=NN(C=N1)C1=CC=C(C=C1)OC(C(F)(F)F)(F)F)=O [4-[1-[4-(1,1,2,2,2-pentafluoroethoxy) phenyl]-1H-1,2,4-triazol-3-yl] phenyl] carbamate